[Si](C)(C)(C(C)(C)C)OC1CCC(CC1)(C(=O)OCC)C(=O)OCC Diethyl 4-((tert-butyldimethylsilyl)oxy)cyclohexane-1,1-dicarboxylate